5-isopropyl-2-oxo-1,2-dihydropyridine-3-carboxamide C(C)(C)C=1C=C(C(NC1)=O)C(=O)N